1,3-bis(t-amyl)-2,4-dichlorocyclodisilazane C(C)(C)(CC)N1[SiH](N([SiH]1Cl)C(C)(C)CC)Cl